2-(4-(((2-(2,6-dioxopiperidin-3-yl)-1,3-dioxoisoindol-4-yl)thio)methyl)-1H-1,2,3-Triazol-1-yl)-N-(furo[2,3-b]pyridin-2-yl(pyridin-3-yl)methyl)acetamide O=C1NC(CCC1N1C(C2=CC=CC(=C2C1=O)SCC=1N=NN(C1)CC(=O)NC(C=1C=NC=CC1)C1=CC=2C(=NC=CC2)O1)=O)=O